FC=1C=CC=C2C=C(NC12)C(=O)N1[C@@H]([C@H]2C([C@H]2C1)(C)C)C(=O)N[C@H](C(=O)OC)C[C@H]1C(NCC1)=O (S)-methyl 2-((1R,2S,5S)-3-(7-fluoro-1H-indole-2-carbonyl)-6,6-dimethyl-3-azabicyclo[3.1.0]hexane-2-carboxamido)-3-((S)-2-oxopyrrolidin-3-yl)propanoate